methylacryloyloxy(ethyl) sulfate S(=O)(=O)(OCCOC(C=CC)=O)[O-]